ClC[C@@H]1C[C@@H](N(CC1)C(=O)N[C@@H](C)\C=C\S(=O)(=O)C)C1=CC=CC=C1 (2R,4S)-4-(chloromethyl)-N-((S,E)-4-(methylsulfonyl)but-3-en-2-yl)-2-phenylpiperidine-1-carboxamide